FC(S(=O)(=O)[O-])(F)F.FC(S(=O)(=O)[O-])(F)F.[Na+].[Na+] sodium bis-trifluoromethanesulfonate